tert-butyl 2,2-dimethyl-4-oxobutyrate CC(C(=O)OC(C)(C)C)(CC=O)C